C(C)N(C1=CC=C(C=C1)C(C1=CC(=C2C=CC(=NC2=C1O)C)C)NC)CC 7-((4-(Diethylamino)phenyl)(methylamino)methyl)-2,5-dimethylquinolin-8-ol